2-(1H-imidazol-1-yl)-N-((1R,4R)-4-((R)-3,3,3-trifluoro-2-hydroxy-2-methylpropanamido)cyclohexyl)-5H-pyrrolo[3,2-d]pyrimidine-4-carboxamide N1(C=NC=C1)C=1N=C(C2=C(N1)C=CN2)C(=O)NC2CCC(CC2)NC([C@@](C(F)(F)F)(C)O)=O